3-(2-methoxyanilino)propionic acid COC1=C(NCCC(=O)O)C=CC=C1